2-methoxy-N-methyl-3-{[2-(pyrrolidin-1-yl)ethoxy]methyl}-6H,7H,8H,9H-cyclohexa[b]1,5-naphthyridin-10-amine COC=1N=C2C(=C3C(=NC2=CC1COCCN1CCCC1)CCCC3)NC